methyl hendecanoate C(CCCCCCCCCC)(=O)OC